C(C)(C)(C)OC(=O)C1=CC=C(C=C1)[C@@H]1CN(CC[C@H]1CC1=C2C(=CN(C2=C(C=C1C)C)C(=O)OC(C)(C)C)Cl)C tert-butyl 4-(((3R,4R)-3-(4-(tert-butoxycarbonyl) phenyl)-1-methylpiperidin-4-yl)methyl)-3-chloro-5,7-dimethyl-1H-indole-1-carboxylate